C[Ge](C(CCCC1OC1)S(=O)(=O)C1=CC=CC=C1)(C)C trimethyl-(4-(oxiran-2-yl)-1-(phenylsulfonyl)butyl)germane